boron-aluminum oxide [O-2].[Al+3].[B+3].[O-2].[O-2]